C(C)(C)N1C=2C(N=CC1)CC=CC2 isopropyl-1,2,4a,5-tetrahydrobenzo[b]pyrazine